C(C(C)(C)C)(=O)OCCC1(CCC(CC1)C=1N=NN(C1)C=1C=NC(=CC1N[C@H](C)C#N)N1N=CC=2C1=NC=C(C2)C#N)O 2-(4-(1-(6-(5-cyano-1H-pyrazolo[3,4-b]pyridin-1-yl)-4-(((R)-1-cyanoethyl) amino)pyridin-3-yl)-1H-1,2,3-triazol-4-yl)-1-hydroxycyclohexyl)ethyl pivalate